O([C@H]1[C@H](O)[C@@H](O)[C@H](O)[C@H](O1)CO)[C@H]1[C@H](O)[C@@H](O)[C@H](O)[C@H](O1)CO O-beta-D-glucopyranosyl-(1-2) beta-D-glucopyranoside